dimethyl-allyl-ethoxysilane C[Si](OCC)(CC=C)C